(E)-N-(5-((5-((3-amino-3-iminopropyl)carbamoyl)-1H-pyrrol-3-yl)carbamoyl)-1-methyl-1H-pyrrol-3-yl)-6-(4-(dimethylamino)styryl)nicotinamide NC(CCNC(=O)C1=CC(=CN1)NC(=O)C1=CC(=CN1C)NC(C1=CN=C(C=C1)\C=C\C1=CC=C(C=C1)N(C)C)=O)=N